3-(1,2,3,4-Tetrahydroisoquinolin-5-yl)butanoic acid ethyl ester C(C)OC(CC(C)C1=C2CCNCC2=CC=C1)=O